4-(4-(2,5-Diazabicyclo[2.2.2]octan-2-yl)-2-(((S)-1-methylpyrrolidin-2-yl)methoxy-d2)-5,8-dihydropyrido[3,4-d]pyrimidin-7(6H)-yl)-5-ethynyl-6-fluoronaphthalen-2-ol C12N(CC(NC1)CC2)C=2C1=C(N=C(N2)OC([2H])([2H])[C@H]2N(CCC2)C)CN(CC1)C1=CC(=CC2=CC=C(C(=C12)C#C)F)O